ClC=1C=CC(=C(C1)C1=CC(N(C=C1OC)C(C(=O)OC(C)(C)C)CCOC)=O)C=1OC(=NN1)C(F)(F)F tert-Butyl 2-[4-{5-chloro-2-[5-(trifluoromethyl)-1,3,4-oxadiazol-2-yl]phenyl}-5-methoxy-2-oxopyridin-1(2H)-yl]-4-methoxybutanoate